FC1=C2C(=CNC2=CC=C1F)C(C(=O)N(C)C(C)C)=O (4,5-difluoro-1H-indol-3-yl)-N-isopropyl-N-methyl-2-oxoacetamide